2,4-difluorophenylacetyl chloride FC1=C(C=CC(=C1)F)CC(=O)Cl